F\C(=C/CNC(OC(C)(C)C)=O)\CS(=O)(=O)C1=CC=C(C=C1)S(=O)(=O)C (Z)-tert-butyl (3-fluoro-4-((4-(methylsulfonyl)phenyl)sulfonyl)but-2-en-1-yl)carbamate